8-chloroimidazo[1,2-a]pyridin-6-amine ClC=1C=2N(C=C(C1)N)C=CN2